N-{6-ethyl-7-methoxy-1H,2H,3H-cyclopenta[b]quinolin-9-yl}piperidin-4-amine C(C)C=1C(=CC=2C(=C3C(=NC2C1)CCC3)NC3CCNCC3)OC